5-[4-[(1-isopropylpiperidin-4-yl)oxy]-3-methyl-1-(tetrahydropyran-2-yl)pyrazolo[3,4-d]pyrimidin-6-yl]furan-2-carbaldehyde C(C)(C)N1CCC(CC1)OC1=C2C(=NC(=N1)C1=CC=C(O1)C=O)N(N=C2C)C2OCCCC2